C(CCCCCCCC=CCCCCCCCC)(=O)N[C@@H](CCSC)C(=O)O N-(9-octadecenoyl)methionine